N=1C=CN2C1C=CC=C2N imidazo(1,2-a)pyridin-5-amine